ClC=1C=C(C(=NC1)C(=C)C)[N+](=O)[O-] 5-chloro-3-nitro-2-(prop-1-en-2-yl)pyridine